6-(3-methoxyazetidin-1-yl)-[1,2,4]triazolo[1,5-a]pyridin-2-amine COC1CN(C1)C=1C=CC=2N(C1)N=C(N2)N